(3R,4R)-N-(5-chloro-6-(2H-1,2,3-triazol-2-yl)pyridin-3-yl)-1-(3-chloropyridin-2-yl)-3-methylpiperidine-4-carboxamide ClC=1C=C(C=NC1N1N=CC=N1)NC(=O)[C@H]1[C@H](CN(CC1)C1=NC=CC=C1Cl)C